methyl (1r,4r)-4-(3-chloroanilino)-2'-{3-[(4-methoxyphenyl)methoxy]-2-phenylpropyl}spiro[cyclohexane-1,1'-indene]-4-carboxylate ClC=1C=C(NC2(CCC3(C(=CC4=CC=CC=C34)CC(COCC3=CC=C(C=C3)OC)C3=CC=CC=C3)CC2)C(=O)OC)C=CC1